1-((3-((3R,5R)-5-(3-chloro-4-fluorophenyl)tetrahydro-furan-3-yl)-1,2,4-oxadiazol-5-yl)methyl)-7-methyl-1,7-dihydro-6H-purin-6-one ClC=1C=C(C=CC1F)[C@H]1C[C@@H](CO1)C1=NOC(=N1)CN1C=NC=2N=CN(C2C1=O)C